CON=C(C#CC1CC1)C1=CC=CC=C1 1-phenyl-3-cyclopropyl-2-propyne-1-one O-methyl oxime